1-(7-(4-(2-(Dimethylamino)ethyl)benzyl)-2-(ethoxymethyl)-4-(tritylamino)-1H-imidazo[4,5-C]quinolin-1-yl)-2-methylpropan-2-ol CN(CCC1=CC=C(CC=2C=CC=3C4=C(C(=NC3C2)NC(C2=CC=CC=C2)(C2=CC=CC=C2)C2=CC=CC=C2)N=C(N4CC(C)(O)C)COCC)C=C1)C